Cl.C(C)N(CC)CCOC(CCCCCCC)=O octanoic acid-N,N-diethylaminoethyl ester hydrochloride